5-bromo-1,3-benzoxazole BrC=1C=CC2=C(N=CO2)C1